ethyl (6R)-6-[4-(3-amino-2-pyridyl)piperazin-1-yl]-2-azaspiro[3.4]-octane-2-carboxylate NC=1C(=NC=CC1)N1CCN(CC1)[C@H]1CC2(CN(C2)C(=O)OCC)CC1